2-(3,5-dichloro-4-((4-cyclopentyl-5-oxo-4,5-dihydro-1,3,4-oxadiazol-2-yl)methyl)phenyl)-6-(fluoromethyl)-1,2,4-triazine-3,5(2H,4H)-dione ClC=1C=C(C=C(C1CC=1OC(N(N1)C1CCCC1)=O)Cl)N1N=C(C(NC1=O)=O)CF